C1(CCC1)C(=O)OC Methyl cyclobutaneformate